3-formyl-(3-nitro)aniline zirconium [Zr].C(=O)C1(CC(N)=CC=C1)[N+](=O)[O-]